FC(CN1N=NC2=C1C=C(C=C2)C2=CNC=1N=C(N=CC12)NC1CCC(CC1)N1C(CCC1)=O)F 1-((1s,4s)-4-((5-(1-(2,2-difluoroethyl)-1H-benzo[d][1,2,3]triazol-6-yl)-7H-pyrrolo[2,3-d]pyrimidin-2-yl)amino)cyclohexyl)pyrrolidin-2-one